BrC=1C=C(C(=C(C1)S(=O)(=O)NC1=CC(=CC(=C1)S(F)(F)(F)(F)F)S(=O)(=O)C)O)Cl 5-Bromo-3-chloro-2-hydroxy-N-(3-(methylsulfonyl)-5-(pentafluoro-λ6-sulfaneyl)phenyl)benzenesulfonamide